di(2-methylbenzyl) ether CC1=C(COCC2=C(C=CC=C2)C)C=CC=C1